BrC1=CSC2=C1N=C(N=C2Cl)Cl 7-bromo-2,4-dichlorothieno[3,2-d]pyrimidine